N-[4-chloro-2-(pyridin-3-yl)-1,3-thiazol-5-yl]-N-ethyl-3-(methylsulfonyl)propanamide ClC=1N=C(SC1N(C(CCS(=O)(=O)C)=O)CC)C=1C=NC=CC1